(2S,3R)-2-aminohexatriacontane-1,3-diol N[C@@H](CO)[C@@H](CCCCCCCCCCCCCCCCCCCCCCCCCCCCCCCCC)O